ClC=1C=C2C(=NC1OC)C(=C(N2)C2=NNC(=N2)C(COC)(F)F)C=2C=NNC2 6-chloro-2-(5-(1,1-difluoro-2-methoxyethyl)-1H-1,2,4-triazol-3-yl)-5-methoxy-3-(1H-pyrazol-4-yl)-1H-pyrrolo[3,2-b]pyridine